(2s,4s)-N-(3-chloro-4-fluorophenyl)-1-(3-cyano-6-methyl-4-(trifluoro-methyl)pyridin-2-yl)-4-hydroxy-N-methylpyrrolidine-2-carboxamide ClC=1C=C(C=CC1F)N(C(=O)[C@H]1N(C[C@H](C1)O)C1=NC(=CC(=C1C#N)C(F)(F)F)C)C